3-[(2R)-2-benzyloxypropoxy]propoxy-tert-butyl-dimethyl-silane C(C1=CC=CC=C1)O[C@@H](COCCCO[Si](C)(C)C(C)(C)C)C